OCCNCCCCCCCC(=O)OCC\C=C/CC (Z)-hex-3-en-1-yl 8-((2-hydroxyethyl)amino)octanoate